ClC=1C=CC=2C(=C3N(C2C1)CCCNC3=O)CCCOC3=CC(=C(C(=C3)C)Cl)C 8-chloro-11-(3-(4-chloro-3,5-dimethylphenoxy)propyl)-2,3,4,5-tetrahydro-1H-[1,4]diazepino[1,2-a]indol-1-one